ClC1=C(C=CC2=C1C(=NCC=1N2C=C(N1)C(=O)N1CC(C1)OC)C1=C(C=CC=C1F)F)Cl (7,8-dichloro-6-(2,6-difluorophenyl)-4H-benzo[f]imidazo[1,2-a][1,4]diazepin-2-yl)(3-methoxyazetidin-1-yl)methanone